C(C)S(=O)([O-])CC diethyl-sulfinate